2-[6-[[5-(trifluoromethyl)pyrazol-1-yl]methyl]-2-azaspiro[3.3]heptane-2-carbonyl]-2,5-diazaspiro[3.4]octan-6-one FC(C1=CC=NN1CC1CC2(CN(C2)C(=O)N2CC3(C2)NC(CC3)=O)C1)(F)F